COC(CN(C)C(CCCCC)=O)=O N-caproyl-N-methylglycine methyl ester